2-(aminomethyl)-N,N-dimethylaniline CN(C)C1=CC=CC=C1CN